ClC=1C=NN2C1N=C(NC1=C2C=C(C=C1)C(=O)N(C)C)C1=C(C=CC=C1F)F 3-chloro-5-(2,6-difluorophenyl)-N,N-dimethyl-6H-pyrazolo[1,5-a][1,3,5]benzotriazepine-9-carboxamide